O1C(OCC1)C=1C=CC(=NC1)C1=C2CCN(C2=CC=C1)C(=O)OC(C)(C)C Tert-butyl 4-(5-(1,3-dioxolan-2-yl)pyridin-2-yl)indoline-1-carboxylate